2,5-dioxopyrrolidin-1-yl 6-(((2-(2-(3-(3',6'-dihydroxy-3-oxo-3H-spiro[isobenzofuran-1,9'-xanthen]-5-yl)thioureido)ethoxy)ethoxy)carbonyl)oxy)-2-naphthoate OC=1C=CC=2C3(C4=CC=C(C=C4OC2C1)O)OC(C1=CC(=CC=C13)NC(NCCOCCOC(=O)OC=1C=C3C=CC(=CC3=CC1)C(=O)ON1C(CCC1=O)=O)=S)=O